leucine-3,3,4,5,5,5,5',5',5'-d9 N[C@@H](C(C(C([2H])([2H])[2H])(C([2H])([2H])[2H])[2H])([2H])[2H])C(=O)O